C(C)(C)(C)OC(=O)NC1=CC=C(C=C1)C1=NC2=CC=CC=C2C=C1C(=O)O 2-(4-((tert-butoxycarbonyl)amino)phenyl)quinoline-3-carboxylic acid